Cl.N[C@H](C(=O)N1[C@@H](C[C@H](C1)O)C(=O)NC1(CC1)C1=CC=C(C=C1)C1=C(N=CS1)C)C(C)(C)C (2S,4R)-1-[(2S)-2-amino-3,3-dimethylbutanoyl]-4-hydroxy-N-[1-[4-(4-methyl-1,3-thiazol-5-yl)phenyl]cyclopropyl]pyrrolidine-2-carboxamide hydrochloride